ClC=1C=C(C=NC1C1CCC(CC1)(F)F)N 5-chloro-6-(4,4-difluorocyclohexyl)pyridin-3-amine